1-(2-((tert-Butyldimethylsilyl)oxy)ethyl)-3-(1-(2,6-dimethylphenoxy)propan-2-yl)-1-methylurea [Si](C)(C)(C(C)(C)C)OCCN(C(=O)NC(COC1=C(C=CC=C1C)C)C)C